5,7-Difluoro-N-((R)-1-(((S)-1-cyano-2-((S)-2-oxopyrrolidin-3-yl)ethyl)amino)-1-oxo-3-(trimethylsilyl)propan-2-yl)-1H-indole-2-carboxamide FC=1C=C2C=C(NC2=C(C1)F)C(=O)N[C@H](C(=O)N[C@@H](C[C@H]1C(NCC1)=O)C#N)C[Si](C)(C)C